CN1C2=C(C=CC1=O)NC=C2C2=NC(=NC(=C2)OC2=CC=C(C=C2)C(F)(F)F)C 4-methyl-3-{2-methyl-6-[4-(trifluoromethyl)phenoxy]pyrimidin-4-yl}-1H,4H,5H-pyrrolo[3,2-b]pyridin-5-one